N-(1'-(2-(1,1-difluoroethyl)-6-(1-(2-(dimethylamino)ethyl)-1H-pyrazol-4-yl)pyrimidin-4-yl)-1',2'-dihydrospiro[cyclopropane-1,3'-pyrrolo[3,2-c]pyridin]-6'-yl)acetamide FC(C)(F)C1=NC(=CC(=N1)N1CC2(C=3C=NC(=CC31)NC(C)=O)CC2)C=2C=NN(C2)CCN(C)C